2-ethoxy-7-(1-hydroxyethyl)-8-(3,4,5-trifluorophenyl)-3H-pyrazolo[1,5-a][1,3,5]triazin-4-one C(C)OC1=NC=2N(C(N1)=O)N=C(C2C2=CC(=C(C(=C2)F)F)F)C(C)O